NCC1CC2(C1)OC(N(C2)[C@@H](C)C=2C=CC=C1C(=C(NC21)C(=O)O)C=2C=NC(=C(C2)OC)O)=O 7-((S)-1-((2S,4r)-2-(aminomethyl)-6-oxo-5-oxa-7-azaspiro[3.4]oct-7-yl)ethyl)-3-(6-hydroxy-5-methoxypyridin-3-yl)-1H-indole-2-carboxylic acid